FC=1C(=C(C(=NC1)C=1C=NC=CC1)N1CCC(CC1)C1=CN=CN1C)C#N fluoro-3-(4-(1-methyl-1H-imidazol-5-yl)piperidin-1-yl)-[2,3'-bipyridine]-4-carbonitrile